N-((4R,5S,7R,8R,9S,10R)-8,10-dihydroxy-7-(hydroxymethyl)-9-(4-(3,4,5-trifluorophenyl)-1H-1,2,3-triazol-1-yl)-1,6-dioxaspiro[4.5]dec-4-yl)-[1,1'-biphenyl]-2-carboxamide O[C@H]1[C@H](O[C@@]2([C@@H](CCO2)NC(=O)C=2C(=CC=CC2)C2=CC=CC=C2)[C@@H]([C@H]1N1N=NC(=C1)C1=CC(=C(C(=C1)F)F)F)O)CO